C1(CC1)C(=O)NNC(C(=O)OCC)=N ethyl 2-[2-(cyclopropanecarbonyl)hydrazino]-2-imino-acetate